FC1=C(C=CC(=C1C=C)F)NC(C1=CC=CC=C1)=O N-(2,4-difluoro-3-vinylphenyl)benzamide